(S)-3-(3-(2-methoxyethoxy)phenyl)-4-((R)-3-(2-(5,6,7,8-tetrahydro-1,8-naphthyridin-2-yl)ethyl)pyrrolidin-1-yl)butanoic acid COCCOC=1C=C(C=CC1)[C@H](CC(=O)O)CN1C[C@@H](CC1)CCC1=NC=2NCCCC2C=C1